N-Ethyl-2-(3-(N-hydroxycarbamimidoyl)-6-oxopyridazin-1(6H)-yl)acetamide C(C)NC(CN1N=C(C=CC1=O)C(NO)=N)=O